ClC1=C(C=CC(=C1)C(F)(F)F)C(C(=O)N)N1C=2N(C(C(=C1CC)N1CCN(CC1)C(C1=C(C=CC(=C1)C#N)O)=O)=O)N=C(N2)C=2CCOCC2 (2-chloro-4-(trifluoromethyl)phenyl)-2-(6-(4-(5-cyano-2-hydroxybenzoyl)piperazin-1-yl)-2-(3,6-dihydro-2H-pyran-4-yl)-5-ethyl-7-oxo-[1,2,4]triazolo[1,5-a]pyrimidin-4(7H)-yl)acetamide